COC=1C=C2C(=CNC2=CC1)C1CN(CC1)C(CCCCCCC\C=C/C\C=C/CCCCC)=O (9Z,12Z)-1-(3-(5-methoxy-1H-indol-3-yl)pyrrolidin-1-yl)octadeca-9,12-dien-1-one